C(C)(C)(C)OO t-Butylhydroperoxide